COC1=CC(NC=C1)=O 4-methoxy-2-oxopyridine